cyclopentyl carbonate C(OC1CCCC1)([O-])=O